(S)-N-(7-(3-Hydroxyprop-1-yn-1-yl)-5-methyl-4-oxo-2,3,4,5-tetrahydrobenzo[b][1,4]oxazepin-3-yl)-4-phenoxypicolinamid OCC#CC1=CC2=C(OC[C@@H](C(N2C)=O)NC(C2=NC=CC(=C2)OC2=CC=CC=C2)=O)C=C1